C[C@H]1CN(C[C@@H](N1)C)C=1C=CC(=C2N=C(SC21)OC)C(=O)NC2=NN1C(C(=NC(=C1)C)C)=C2 7-[(3S,5S)-3,5-dimethylpiperazin-1-yl]-N-(4,6-dimethylpyrazolo[1,5-a]pyrazin-2-yl)-2-methoxy-1,3-benzothiazole-4-carboxamide